BrC=1N=C(SC1)C(F)(F)F 4-bromo-2-(trifluoromethyl)-1,3-thiazole